BrC=1C(=C(C(=O)O)C(=C(C1)[N+](=O)[O-])F)O 3-Bromo-6-fluoro-2-hydroxy-5-nitrobenzoic acid